5-(((3S,4S)-1-(tert-butoxycarbonyl)-4-fluoropyrrolidin-3-yl)amino)-2-methylbenzoic acid C(C)(C)(C)OC(=O)N1C[C@@H]([C@H](C1)F)NC=1C=CC(=C(C(=O)O)C1)C